4-fluoro-3-methoxyphenol FC1=C(C=C(C=C1)O)OC